rac-(1s,2r)-1-(2-methoxy-5-methylphenyl)-2-(2-methoxy-6-methylpyridin-3-yl)cyclopropanecarboxylic acid COC1=C(C=C(C=C1)C)[C@]1([C@H](C1)C=1C(=NC(=CC1)C)OC)C(=O)O |r|